N-((2-methoxypyridin-3-yl)methylene)-2-methylpropan-2-sulfinamide COC1=NC=CC=C1C=NS(=O)C(C)(C)C